[F-].C(CCCCCCCCCC)[N+]1(CCCCC1)CCCC 1-Undecyl-1-butylpiperidinium fluorid